(3S)-1-[6-[6-(Difluoromethyl)imidazo[1,2-b]pyridazin-3-yl]pyrimidin-4-yl]piperidin-3-amine FC(C=1C=CC=2N(N1)C(=CN2)C2=CC(=NC=N2)N2C[C@H](CCC2)N)F